5-(5-(3,5-dichloro-4-fluorophenyl)-5-(trifluoromethyl)-4,5-dihydroisoxazol-3-yl)-3-methyl-N-(1-methyl-2,5-dioxopyrrolidin-3-yl)-5,6-dihydro-4H-thieno[2,3-c]pyrrole-2-carboxamide ClC=1C=C(C=C(C1F)Cl)C1(CC(=NO1)N1CC2=C(C1)C(=C(S2)C(=O)NC2C(N(C(C2)=O)C)=O)C)C(F)(F)F